2-(3,3-dimethyl-7-((2-methylbenzyl)oxy)-1,2,3,4-tetrahydro-9H-carbazol-9-yl)-1-(pyrrolidin-1-yl)ethan-1-one CC1(CCC=2N(C3=CC(=CC=C3C2C1)OCC1=C(C=CC=C1)C)CC(=O)N1CCCC1)C